indolocyclopentenyl malonate C(CC(=O)[O-])(=O)OC1=CC=C2C1=C1C=CC=CC1=N2